FC(CN1N=CC=C1C(=O)N1[C@@H](C2=C(CC1)NC=N2)C=2OC1=C(N2)C(=CC=C1)F)F (S)-(1-(2,2-difluoroethyl)-1H-pyrazol-5-yl)(4-(4-fluorobenzo[d]oxazol-2-yl)-6,7-dihydro-1H-imidazo[4,5-c]pyridin-5(4H)-yl)methanone